S1C2=C(C=C1N1C(CN(CC1)C(=O)OC(C)(C)C)=O)C=CC=C2 tert-butyl 4-(benzo[b]thiophen-2-yl)-3-oxopiperazine-1-carboxylate